7-((trans)-4-(4-amino-5-(4-phenoxyphenyl)-7H-pyrrolo[2,3-d]pyrimidin-7-yl)cyclohexyl)-2,7-diazaspiro[4.4]nonane-2-carboxylic acid tert-butyl ester C(C)(C)(C)OC(=O)N1CC2(CC1)CN(CC2)[C@@H]2CC[C@H](CC2)N2C=C(C1=C2N=CN=C1N)C1=CC=C(C=C1)OC1=CC=CC=C1